1-methylpyrazole-carboxylate CN1N=C(C=C1)C(=O)[O-]